ClC=1C2=C(N=C(N1)SC)C(=C(N=C2OC)Cl)F 4,7-dichloro-8-fluoro-5-methoxy-2-(methylthio)pyrido[4,3-d]pyrimidine